BrC=1C=C(C=C2CCCNC12)C(=O)O 8-bromo-1,2,3,4-tetrahydroquinoline-6-carboxylic acid